2,3-difluoro-1,4-dibromobenzene FC1=C(C=CC(=C1F)Br)Br